7-chloro-8-fluoro-5-((3-(methylamino)tetrahydrofuran-3-yl)methoxy)-2-(methylthio)pyrido[4,3-d]pyrimidin-4(3H)-one ClC1=C(C=2N=C(NC(C2C(=N1)OCC1(COCC1)NC)=O)SC)F